OC(COP(=O)([O-])[O-])CO.OCC[N+](C)(C)C.OCC[N+](C)(C)C bis(2-hydroxy-N,N,N-trimethylethanaminium) 2,3-dihydroxypropyl-phosphate